4-(2-nitrophenyl)-1,3-dioxolane [N+](=O)([O-])C1=C(C=CC=C1)C1OCOC1